C(C1=CC=CC=C1)N1C(=NC=2N(C(N(C(C12)=O)CCCO)=O)C)OC1=CC=C(C=C1)OC(F)(F)F 7-benzyl-1-(3-hydroxypropyl)-3-methyl-8-(4-(trifluoromethoxy)phenoxy)-1H-purine-2,6(3H,7H)-dione